CC1C(=NOC1CC1=CC=CC=C1)[C@@H](COC)NC(=O)OC(C)(C)C Methyl-5-benzyl-3-((S)-1-((tert-butoxycarbonyl)amino)-2-methoxyethyl)-4,5-dihydroisoxazole